N-(4-(Dimethylamino)Butyl)-5-[18F]Fluoropicolinamide CN(CCCCNC(C1=NC=C(C=C1)[18F])=O)C